N-benzoyl-3-(R)-methylpiperazine C(C1=CC=CC=C1)(=O)N1C[C@H](NCC1)C